FC1(C(CN(CC1)C(=O)OCC1=CC=CC=C1)C1=NC=C(N=C1)OC)F benzyl 4,4-difluoro-3-(5-methoxypyrazin-2-yl)piperidine-1-carboxylate